C(#N)C=1C(=NC(=C(C1CC)C#N)C(C(=O)OC)C1=CC=C(C=C1)F)N1CCN(CC1)C(=O)OC(C)(C)C tert-Butyl 4-(3,5-dicyano-4-ethyl-6-(1-(4-fluorophenyl)-2-methoxy-2-oxoethyl)pyridin-2-yl)piperazine-1-carboxylate